C1(CC1)C1=NC(=CC2=C1N=C(N=C2)SC)C2=C(C(=CC(=C2Cl)OC)OC)Cl 8-cyclopropyl-6-(2,6-dichloro-3,5-dimethoxyphenyl)-2-(methylthio)pyrido[3,4-d]pyrimidine